methyl 2-(((benzyloxy)carbonyl)amino)-2-(1,1-dioxidothietan-3-ylidene)acetate C(C1=CC=CC=C1)OC(=O)NC(C(=O)OC)=C1CS(C1)(=O)=O